C1(=CC=CC2=CC=CC=C12)CC(C(=O)[O-])(C)C naphthalen-1-ylpivalate